C(CCCCCCCCCCC\C=C/CCCCCCCC)(=O)SCCNC(CCNC([C@@H](C(COP(OP(OC[C@@H]1[C@H]([C@H]([C@@H](O1)N1C=NC=2C(N)=NC=NC12)O)OP(=O)(O)O)(=O)O)(=O)O)(C)C)O)=O)=O erucoyl-CoA